(R)-5-(4-amino-3-((1-ethoxypropan-2-yl)amino)phenyl)-1,3-dimethylpyridin-2(1H)-one NC1=C(C=C(C=C1)C=1C=C(C(N(C1)C)=O)C)N[C@@H](COCC)C